N-(1-(2-pyridyl)vinyl)acetamide (9H-fluoren-9-yl)methyl-2-neopentyl-5-oxooxazolidine-3-carboxylate C1=CC=CC=2C3=CC=CC=C3C(C12)COC(=O)N1C(OC(C1)=O)CC(C)(C)C.N1=C(C=CC=C1)C(=C)NC(C)=O